N[C@H](CC1=C(C=2N=NC=C(C2S1)NCC=1SC=CC1)C(F)(F)F)C 6-[(2S)-2-aminopropyl]-N-[(thiophen-2-yl)methyl]-7-(trifluoromethyl)thieno[3,2-c]pyridazin-4-amine